2-mercapto-6-methylpyrimidin SC1=NC(=CC=N1)C